3-(2-((4-fluorophenyl)thio)pyridin-3-yl)-6-methyl-1-tosyl-1,6-dihydro-7H-pyrrolo[2,3-c]pyridin-7-one FC1=CC=C(C=C1)SC1=NC=CC=C1C1=CN(C=2C(N(C=CC21)C)=O)S(=O)(=O)C2=CC=C(C)C=C2